O=C1C=CC=C(N1)/C=C/C(=O)OCC Ethyl (E)-3-(6-oxo-1H-pyridin-2-yl)prop-2-enoate